FC1=C(C(=O)O)C(=CC(=C1)SC)F 2,6-difluoro-4-methylsulfanyl-benzoic acid